(1R,5R)-6-benzyl-2,6-diazabicyclo[3.2.0]heptane-2-carboxylic acid tert-butyl ester C(C)(C)(C)OC(=O)N1[C@@H]2CN([C@@H]2CC1)CC1=CC=CC=C1